OCC1(CCC(CC1)NC(OC(C)(C)C)=O)C TERT-BUTYL (4-(HYDROXYMETHYL)-4-METHYLCYCLOHEXYL)CARBAMATE